(6-chloro-7-methoxy-2-methyl-3-(4-(4-(trifluoromethoxy)phenoxy) phenyl)quinolin-4-yloxy)methyl decanoate C(CCCCCCCCC)(=O)OCOC1=C(C(=NC2=CC(=C(C=C12)Cl)OC)C)C1=CC=C(C=C1)OC1=CC=C(C=C1)OC(F)(F)F